6-chloro-7-fluoro-1,2,3,4-tetrahydroquinoline ClC=1C=C2CCCNC2=CC1F